C(=O)(O)CCC(=O)N1CC2=CC(=C(C=C2C1)OCCCOC1=C(C(=C2CN(CC2=C1)C(CCC(=O)O)=O)F)OC)OC 4-(6-(3-((2-(3-carboxypropanoyl)-6-methoxyisoindolin-5-yl)oxy)propoxy)-4-fluoro-5-methoxyisoindolin-2-yl)-4-oxobutanoic acid